(2S)-2-amino-3-(1-bicyclo[1.1.1]pentanyl)propionic acid methyl ester TFA salt OC(=O)C(F)(F)F.COC([C@H](CC12CC(C1)C2)N)=O